N1[C@@H](CC1)[C@H](C)O (1S)-1-((S)-azetidin-2-yl)ethan-1-ol